Ethyl 3-((2,5-dichlorobenzamido)methyl)-5-isobutyl-4,5-dihydroisoxazole-5-carboxylate ClC1=C(C(=O)NCC2=NOC(C2)(C(=O)OCC)CC(C)C)C=C(C=C1)Cl